ClC=1C(=CC(=NC1)O)OC 5-Chloro-4-methoxy-2-hydroxypyridine